C(C1=CC=CC=C1)C=1N(C=2C(=C3CC[C@@H](NC3=CC2)C)N1)[C@@H]1[C@H](CNCC1)C (7S)-2-Benzyl-7-methyl-3-[(3S,4S)-3-methylpiperidin-4-yl]-3H,6H,7H,8H,9H-imidazo[4,5-f]chinolin